BrCC1=NN(C=C1)C1CC1 bromomethyl-1-cyclopropyl-1H-pyrazole